E-N-4-aminophenylhydrazine NC1=CC=C(C=C1)NN